4-(6-hydroxy-2,3-dihydrobenzo[D]oxazol-2-yl)picolinic acid ethyl ester C(C)OC(C1=NC=CC(=C1)C1OC2=C(N1)C=CC(=C2)O)=O